(1S,2S)-N-[7-fluoro-6-[4-[(3R,4R)-4-hydroxy-3-methyl-tetrahydrofuran-3-yl]piperazin-1-yl]-3-isoquinolyl]-2-(2-pyridyl)cyclopropanecarboxamide FC1=C(C=C2C=C(N=CC2=C1)NC(=O)[C@@H]1[C@H](C1)C1=NC=CC=C1)N1CCN(CC1)[C@@]1(COC[C@@H]1O)C